BrC1=CC2=C(N=C(S2)C)C(=C1)OC 6-bromo-4-methoxy-2-methyL-1,3-benzothiazole